6'-Cyclopropyl-N4-{[1-(methoxymethyl)cyclopentyl]methyl}-N4-methyl-5'-(trifluoromethyl)[2,3'-bipyridine]-4,5,6-triamine C1(CC1)C1=C(C=C(C=N1)C1=NC(=C(C(=C1)N(C)CC1(CCCC1)COC)N)N)C(F)(F)F